FC(OC=1C=C(C=C(C1)N1C=NC2=C1C=CC(=C2)C=2C=NN(C2)CC(C)(C)O)CS(=O)(=O)N)F (3-(difluoromethoxy)-5-(5-(1-(2-hydroxy-2-methylpropyl)-1H-pyrazol-4-yl)-1H-benzo[d]imidazol-1-yl)phenyl)methanesulfonamide